3-(1H-pyrazol-3-yl)piperidine trifluoroacetate FC(C(=O)O)(F)F.N1N=C(C=C1)C1CNCCC1